C(C=C)(=O)N1C[C@H](C[C@@H]1C(C)O)N1N=C(C(=C1N)C(=O)N)C#CC1=CC2=C(N(C=N2)C2CC2)C=C1F 1-((3S,5R)-1-acryloyl-5-(1-hydroxyethyl)pyrrolidin-3-yl)-5-amino-3-((1-cyclopropyl-6-fluoro-1H-benzo[d]imidazol-5-yl)ethynyl)-1H-pyrazole-4-carboxamide